5-Hexyldihydrofuranon C(CCCCC)C1CCC(O1)=O